COC=1C=C2CCN([C@@H](C2=CC1N)C)C (1R)-6-methoxy-1,2-dimethyl-3,4-dihydro-1H-isoquinolin-7-amine